2-(benzylthio)-4-(methylsulfonylaminomethyl)benzoic acid methyl ester COC(C1=C(C=C(C=C1)CNS(=O)(=O)C)SCC1=CC=CC=C1)=O